copper iron manganese nickel [Ni].[Mn].[Fe].[Cu]